FC(C=C)(OC1=C(C(=O)OC)C=CC=C1)F methyl 2-(1,1-difluoroallyloxy)benzoate